COC1=C2C=CC=NC2=C(C=C1)S(=O)(=O)NC1=C(C=CC=C1)C#CC=1C=C(C(=NC1)C(=O)O)NC 5-{2-[2-(5-methoxyquinoline-8-sulfonamido)phenyl]ethynyl}-3-(methylamino)pyridine-2-carboxylic acid